ClC=1C=C2C(=NC1C1=CC=C(C=C1)C1=CC=C(C=C1)COCCOCCO)N=C(N2)OC=2C=CC(=C(C(=O)O)C2)C 5-((6-chloro-5-(4'-((2-(2-hydroxyethoxy)ethoxy)methyl)-[1,1'-biphenyl]-4-yl)-1H-imidazo[4,5-b]pyridin-2-yl)oxy)-2-methylbenzoic acid